(1R)-1-cyano-6-azaspiro[2.5]octane-6-sulfonamide C(#N)[C@@H]1CC12CCN(CC2)S(=O)(=O)N